2-(methylsulfinyl)ethyl methacrylate C(C(=C)C)(=O)OCCS(=O)C